NCCNC(=O)NC1=NC=2N(C=C1)N=C(C2C2=CC(=NC(=C2)C)Cl)C2=CC(=CC=C2)C#N 1-(2-Aminoethyl)-3-[3-(2-chloro-6-methyl-4-pyridyl)-2-(3-cyanophenyl)pyrazolo[1,5-a]pyrimidin-5-yl]urea